[2-(2-fluorobenzyl)pyrrolidin-1-yl][2-(methoxymethyl)-4,5,6,7-tetrahydropyrazolo[1,5-a]pyridin-3-yl]methanone FC1=C(CC2N(CCC2)C(=O)C=2C(=NN3C2CCCC3)COC)C=CC=C1